3-(Benzyloxy)-5-hydroxy-4-(5-((1-methylpiperidin-4-yl)oxy)isoindoline-2-carbonyl)benzonitrile C(C1=CC=CC=C1)OC=1C=C(C#N)C=C(C1C(=O)N1CC2=CC=C(C=C2C1)OC1CCN(CC1)C)O